5,7-diallyl-2,3-dithia-5,7-diazabicyclo[2.2.2]octane-6,8-dione C(C=C)N1C2SSC(C1=O)N(C2=O)CC=C